3-(2-hydroxyethoxy)propionic acid OCCOCCC(=O)O